COCC1=CC2=CC=CC=C2C=C1COC 2,3-bis(methoxymethyl)naphthalene